(2R,4S)-2-(3-chloro-4-cyanophenyl)-4-methyl-N-((E)-3-(methylsulfonyl)allyl)piperidine-1-carboxamide ClC=1C=C(C=CC1C#N)[C@@H]1N(CC[C@@H](C1)C)C(=O)NC\C=C\S(=O)(=O)C